Butyl 2,3-dihydrothieno[3,4-f][1,4]oxazepine-4(5H)-carboxylat O1CCN(CC=2C1=CSC2)C(=O)OCCCC